N-(8-amino-6-(5-isopropyl-1H-pyrazol-4-yl)isoquinolin-3-yl)-2-fluorocyclopropane-1-carboxamide NC=1C=C(C=C2C=C(N=CC12)NC(=O)C1C(C1)F)C=1C=NNC1C(C)C